4-(1-(5-((3,3-difluoroazetidin-1-yl)methyl)pyrimidin-2-yl)piperidin-4-yl)-7-fluoro-1-methyl-1,4-dihydropyrido[2,3-b]pyrazine-2,3-dione FC1(CN(C1)CC=1C=NC(=NC1)N1CCC(CC1)N1C2=C(N(C(C1=O)=O)C)C=C(C=N2)F)F